C(CC)(=O)[O-].[Na+].C(C)(C)(C)[Si](OC=1C=CC=CC1O[Si](C)(C)C(C)(C)C)(C)C 3,4-di[tert-butyl-dimethyl-siloxy]benzene sodium propionate